[Si](C1=CC=CC=C1)(C1=CC=CC=C1)(C(C)(C)C)O[C@@H](CN[C@H](CO)C)C (2S)-2-[[(2R)-2-[tert-butyl(diphenyl)silyl]oxypropyl]amino]propan-1-ol